[Br-].OC=1C=C2CC[NH2+]CC2=CN1 6-hydroxy-1,2,3,4-tetrahydro-2,7-naphthyridin-2-ium bromide